(2,6-Dichloropyridin-4-yl)methyl (1S,2R)-2-aminocyclohexane-1-carboxylate hydrochloride Cl.N[C@H]1[C@H](CCCC1)C(=O)OCC1=CC(=NC(=C1)Cl)Cl